7-(tert-butoxycarbonyl)-2,7-diazaspiro[3.5]nonan C(C)(C)(C)OC(=O)N1CCC2(CNC2)CC1